NC1=NC2=C(C=3N1N=C(N3)C=3OC=CC3)SC(N2CCN2CCN(CC2)C2=C(C=C(C=C2)O[C@H]2CNC[C@H]2F)F)=O 5-amino-3-(2-(4-(2-fluoro-4-(((3S,4R)-4-fluoropyrrolidin-3-yl)oxy)phenyl)piperazin-1-yl)ethyl)-8-(furan-2-yl)thiazolo[5,4-e][1,2,4]triazolo[1,5-c]pyrimidin-2(3H)-one